FC1(CNC2(CCC2)C1O)F 7,7-difluoro-5-azaspiro[3.4]octane-8-ol